C(=O)C1=CC(=C(OCC=2C=C(C=CC2)NC(OC(C)(C)C)=O)C=C1)O Tert-butyl (3-((4-formyl-2-hydroxyphenoxy)methyl) phenyl)carbamate